C(C(=C)C)(=O)O.C(C(=C)C)(=O)O.C(C(=C)C)(=O)O.C(C(=C)C)(=O)O.OC[C@H](O)[C@@H](O)[C@H](O)[C@H](O)CO sorbitol tetramethacrylate